3-iodopropyl methacrylate C(C(=C)C)(=O)OCCCI